2-bromopyridin-3-formaldehyde BrC1=NC=CC=C1C=O